isopropyl (S)-2-((S)-2-(2-acetamidoethoxy)-3-(1H-indol-3-yl)propanamido)-6-diazo-5-oxohexanoate C(C)(=O)NCCO[C@H](C(=O)N[C@H](C(=O)OC(C)C)CCC(C=[N+]=[N-])=O)CC1=CNC2=CC=CC=C12